3-(7-bromo-4-chloro-1-oxoisoindolin-2-yl)piperidine-2,6-dione BrC=1C=CC(=C2CN(C(C12)=O)C1C(NC(CC1)=O)=O)Cl